3-((2S)-3-(8-(4-tert-butylphenylsulfonyl)-1-oxa-8-azaspiro[4.5]decan-3-ylamino)-2-hydroxypropoxy)-N-methylbenzenesulfonamide C(C)(C)(C)C1=CC=C(C=C1)S(=O)(=O)N1CCC2(CC(CO2)NC[C@@H](COC=2C=C(C=CC2)S(=O)(=O)NC)O)CC1